(4-chlorobenzyl)-2-oxoindoline-7-carboxamide ClC1=CC=C(CN2C(CC3=CC=CC(=C23)C(=O)N)=O)C=C1